1-(3-(2-methoxyethyl)-2-((4-methylpiperazin-1-yl)methyl)-4-oxo-3,4-dihydroquinazolin-6-yl)-3-(3-(2,2,2-trifluoroacetyl)phenyl)urea COCCN1C(=NC2=CC=C(C=C2C1=O)NC(=O)NC1=CC(=CC=C1)C(C(F)(F)F)=O)CN1CCN(CC1)C